(2-(Chloromethoxy)ethyl)trimethylsilane ClCOCC[Si](C)(C)C